l-N'-[2,5-difluoro-4-[2-(1-methylpyrazol-4-yl)pyridin-4-yl]oxyphenyl]-1-N'-phenylcyclopropane-1,1-dicarboxamide FC1=C(C=C(C(=C1)OC1=CC(=NC=C1)C=1C=NN(C1)C)F)N(C(=O)C1(CC1)C(=O)N)C1=CC=CC=C1